C1([C@H](O)[C@H](O)[C@@H](O)[C@@H](O1)C)C(C(=O)[O-])(C(CCCCCCC)O)C1[C@H](O)[C@H](O)[C@@H](O)[C@@H](O1)C L-rhamnosyl-L-rhamnosyl-β-hydroxydecanoate